1-((3s,5r)-1-propenoyl-5-(methoxymethyl)pyrrolidin-3-yl)-3-((6-chloro-1-ethyl-2-methyl-1H-benzo[d]imidazol-5-yl)ethynyl)-5-(methylamino)-1H-pyrazole-4-carboxamide C(C=C)(=O)N1C[C@H](C[C@@H]1COC)N1N=C(C(=C1NC)C(=O)N)C#CC1=CC2=C(N(C(=N2)C)CC)C=C1Cl